C(C)(C)N1C(CC1)COC=1C=CC(=C(C(=O)NC2(CC2)C2=CC=CC3=CC=CC=C23)C1)C 5-((1-Isopropylazetidin-2-yl)methoxy)-2-methyl-N-(1-(naphthalen-1-yl)cyclopropyl)benzamide